C1(CC1)C(C(F)(F)F)(C1CC1)NC(=O)C1=CN(C2=NC(=C(C=C2C1=O)F)N1CC2(COC2)C1)C1=C(C=C(C=C1F)F)F N-(1,1-dicyclopropyl-2,2,2-trifluoroethyl)-6-fluoro-7-(2-oxa-6-azaspiro[3.3]hept-6-yl)-4-oxo-1-(2,4,6-trifluorophenyl)-1,4-dihydro-1,8-naphthyridine-3-carboxamide